FC1=CC(=CC2=C1CN([C@H](CO2)C)C(=O)C=2C=NC=CC2)C2=NOC(=N2)C(F)(F)F (3S)-6-fluoro-3-methyl-4-[(pyridin-3-yl)carbonyl]-8-[5-(trifluoromethyl)-1,2,4-oxadiazol-3-yl]-3,5-dihydro-2H-1,4-benzoxazepine